2-[(2s,6r)-1-(2-fluoro-4-nitro-phenyl)-4-hydroxy-2,6-dimethyl-4-piperidinyl]acetic acid tert-butyl ester C(C)(C)(C)OC(CC1(C[C@@H](N([C@@H](C1)C)C1=C(C=C(C=C1)[N+](=O)[O-])F)C)O)=O